NCCOC(C(=C)C)=O 2-aminoethyl-methacrylate